FC1=C(CNC(=O)C2CCN(CC2)C2=NC=C(C=C2)C(F)(F)F)C=CC(=C1C=1NC(C=CN1)=O)C(F)(F)F N-[2-fluoro-3-(6-oxo-1,6-dihydropyrimidin-2-yl)-4-(trifluoromethyl)benzyl]-1-[5-(trifluoromethyl)Pyridin-2-yl]piperidin-4-carboxamide